C(CCCCCCCC)OC(=O)CCCC(CCCCCN)NCCCC(=O)OCCCCCCCCC 1,N1-bis((nonyloxycarbonyl)propyl)hexan-1,6-diamine